S(O)(O)(=O)=O.COC(N)=N O-methyl-isourea bisulfate